C(C)(=O)N1C(/C(/NC(C1)=O)=C/C=1N=CN(C1C(C)C)CCOC)=O (Z)-1-acetyl-3-((5-isopropyl-1-(2-methoxyethyl)-1H-imidazol-4-yl)methylene)piperazine-2,5-dione